FC=1C=C(C=CC1C1=NOC(=N1)C(F)(F)F)COC=1C=NC=C(C1)OC 3-({3-fluoro-4-[5-(trifluoromethyl)-1,2,4-oxadiazol-3-yl]phenyl}methoxy)-5-methoxypyridine